4-bromo-1-butyl-2-(o-tolyl)-1H-benzo[d]imidazole BrC1=CC=CC=2N(C(=NC21)C2=C(C=CC=C2)C)CCCC